(R)-3-methyl-N-(1-methylpiperidin-4-yl)-6-(1-phenylethyl)-1,2,4-triazin-5-amine CC=1N=NC(=C(N1)NC1CCN(CC1)C)[C@H](C)C1=CC=CC=C1